(S)-3-((S)-2-amino-4-fluoro-3-oxobutyl)pyrrolidin-2-one 2-(4-(2-((3-(Bis(2-hydroxydecyl)amino)propyl)disulfaneyl)ethyl)piperazin-1-yl)ethyl-4-(bis(2-hydroxydodecyl)amino)butanoate OC(CN(CCCSSCCN1CCN(CC1)CCOC(CCCN(CC(CCCCCCCCCC)O)CC(CCCCCCCCCC)O)=O)CC(CCCCCCCC)O)CCCCCCCC.N[C@@H](C[C@H]1C(NCC1)=O)C(CF)=O